1-(3-(4-methoxyphenyl)-1,2,4-oxadiazol-5-yl)-N-(pyrrolidin-3-yl-methyl)piperidine-4-carboxamide COC1=CC=C(C=C1)C1=NOC(=N1)N1CCC(CC1)C(=O)NCC1CNCC1